CC(C(=O)N)C1=CC(=CC=C1)[N+](=O)[O-] methyl-2-(3-nitrophenyl)acetamide